(2,3,5-trichlorophenyl)oxazole ClC1=C(C=C(C=C1Cl)Cl)C=1OC=CN1